N(CCO)CCO.N(CCO)CCO.P(=O)(OC1=C(C=C(C=C1)Cl)C(NC1=CC(=CC(=C1)C(F)(F)F)C(F)(F)F)=O)(O)O 2-((3,5-bis(trifluoromethyl)phenyl)carbamoyl)-4-chlorophenyl phosphate bisdiethanolamine salt